8-bromoquinoxalin-5-amine BrC1=CC=C(C=2N=CC=NC12)N